tert-Butyl N-[(1R)-1-[6-methyl-2-(2-methylthiazolo[5,4-b]pyridin-5-yl)-4-oxo-chromen-8-yl]ethyl]carbamate CC=1C=C2C(C=C(OC2=C(C1)[C@@H](C)NC(OC(C)(C)C)=O)C1=CC=C2C(=N1)SC(=N2)C)=O